sodium thioarginate N[C@@H](CCCNC(N)=N)C(=S)[O-].[Na+]